5-dibromoethylbenzene BrC(CC=1C=CC=CC1)Br